triazahexadec-15-enoate C(NNNCCCCCCCCCCC=C)(=O)[O-]